N1CC(C1)NC(=O)C1=NN2C(C(=CC(=C2)C=2C=C(C=3N(N2)C=C(N3)C)C)F)=N1 N-(azetidin-3-yl)-6-(2,8-dimethylimidazo[1,2-b]pyridazin-6-yl)-8-fluoro-[1,2,4]triazolo[1,5-a]pyridine-2-carboxamide